(1-(1H-indol-3-yl)hexan-2-yl)-3-chloro-5,6,7,8-tetrahydroimidazo[1,2-a]pyrazine-2-carboxamide N1C=C(C2=CC=CC=C12)CC(CCCC)C1CNCC=2N1C(=C(N2)C(=O)N)Cl